N1C=CC2=CC(=CC=C12)NC(=O)C=1C2=C(SC1C1=CC=C(C=C1)OC)C=C(C=C2)C2=CC=CC=C2 N-(1H-indol-5-yl)-2-(4-methoxyphenyl)-6-phenylbenzo[b]Thiophene-3-carboxamide